N-(propan-2-yl)-2-(pyridin-4-yl)pyrido[3,4-d]pyrimidin-4-amine CC(C)NC=1C2=C(N=C(N1)C1=CC=NC=C1)C=NC=C2